CC=1C=CC(=NC1)C(=O)OC1=C2C(=CNC2=CC=C1)CCN(C)C 3-(2-(dimethylamino)ethyl)-1H-indol-4-yl 5-methylpicolinate